methyl 2,5-dichloro-6-[(R)-1-methyl-2-((S)-1-oxiranylmethoxy)-ethylamino]-pyrimidine-4-carboxylate ClC1=NC(=C(C(=N1)C(=O)OC)Cl)N[C@@H](COC[C@H]1OC1)C